N1[C@@H](CCC1)C=1C=CC=C2CCN=CC12 8-((S)-pyrrolidin-2-yl)-3,4-dihydroisoquinoline